methyl 3-(dimethylphosphoryl)-1-methyl-1H-indole-5-carboxylate CP(=O)(C)C1=CN(C2=CC=C(C=C12)C(=O)OC)C